2-Amino-N-{1-[8-chloro-3-methyl-5-(1-methyl-1H-pyrazol-4-yl)imidazo[1,5-a]-pyridin-6-yl]ethyl}pyrazolo[1,5-a]-pyrimidine-3-carboxamide trifluoro-acetate salt FC(C(=O)O)(F)F.NC1=NN2C(N=CC=C2)=C1C(=O)NC(C)C=1C=C(C=2N(C1C=1C=NN(C1)C)C(=NC2)C)Cl